N-cyclopentyl-glycine tert-butyl ester C(C)(C)(C)OC(CNC1CCCC1)=O